(2R)-2-(5-fluoro-2-methoxypyridin-4-yl)-1-(7'-fluoro-6'-(pyrimidin-2-yl)-3',4'-dihydro-1'H-spiro[pyrrolidin-3,2'-[1,8]naphthyridine]-1-yl)propan-1-one FC=1C(=CC(=NC1)OC)[C@H](C(=O)N1CC2(NC3=NC(=C(C=C3CC2)C2=NC=CC=N2)F)CC1)C